6-methyl-2-oxo-1-phenyl-5-pyrimidin-2-yl-1,2-dihydropyridine-3-carboxamide CC1=C(C=C(C(N1C1=CC=CC=C1)=O)C(=O)N)C1=NC=CC=N1